monosodium tartrate C(=O)([O-])C(O)C(O)C(=O)O.[Na+]